C(C)(C)(C)OC(N(C)C[C@H]1CN(CCC1)C1=C(C=C2CCC(OC2=C1C#N)(C)C)[N+](=O)[O-])=O (R)-((1-(8-cyano-2,2-dimethyl-6-nitrochroman-7-yl)piperidin-3-yl)methyl)(methyl)carbamic acid tert-butyl ester